4-(6-cyclopropyl-8-methoxy-7-(5-methyl-1H-indazol-4-yl)-1-(((S)-1-methylpyrrolidin-2-yl)methyl)-2-oxo-1,2-dihydroquinazolin-4-yl)piperazine-1-carboxylic acid tert-butyl ester C(C)(C)(C)OC(=O)N1CCN(CC1)C1=NC(N(C2=C(C(=C(C=C12)C1CC1)C1=C2C=NNC2=CC=C1C)OC)C[C@H]1N(CCC1)C)=O